Butan-1,4-diyl bis(12-hydroxyoctadecanoat) OC(CCCCCCCCCCC(=O)OCCCCOC(CCCCCCCCCCC(CCCCCC)O)=O)CCCCCC